tetrahydrofurfuryl-(3-ethyl-3-oxetylmethyl) ether C(C1CCCO1)OCC1(COC1)CC